N-benzyloxycarbonyl-D-lysine C(C1=CC=CC=C1)OC(=O)N[C@H](CCCCN)C(=O)O